(3R)-3-({7-chloro-2-[1-(propan-2-yl)-1H-pyrazol-4-yl][1,2,4]triazolo[1,5-c]quinazolin-5-yl}amino)azepan-2-one ClC1=CC=CC=2C=3N(C(=NC12)N[C@H]1C(NCCCC1)=O)N=C(N3)C=3C=NN(C3)C(C)C